C12C(CC(CC1)C2)CCCC(C)=O norbornane-2-pentanone